1-((1S,4R)-4-(2-(((2S,4R)-4-hydroxy-1-(3-methyl-2-(3-methylisoxazol-5-yl)butanoyl)pyrrolidine-2-carboxamido)methyl)-5-(4-methylthiazol-5-yl)phenoxy)cyclohexane-1-carbonyl)azetidin O[C@@H]1C[C@H](N(C1)C(C(C(C)C)C1=CC(=NO1)C)=O)C(=O)NCC1=C(OC2CCC(CC2)C(=O)N2CCC2)C=C(C=C1)C1=C(N=CS1)C